3-(N-methylpiperidine-4-yl)trifluoro-2-propanone hydrochloride Cl.CN1CCC(CC1)CC(C(F)(F)F)=O